C(C)S(=O)(=O)C1=C(N=C2N1C=CC(=C2)C2(CC2)C#N)C=2OC1=C(N2)C=C(C=C1)S(=O)(=O)C(F)(F)F 1-[3-(ethylsulfonyl)-2-{5-[(trifluoromethyl)sulfonyl]-1,3-benzoxazol-2-yl}imidazo[1,2-a]pyridin-7-yl]cyclopropanecarbonitrile